2-Chloro-1,3-dimethyl-1H-benzo(d)imidazole-3-ium hexafluorophosphate F[P-](F)(F)(F)(F)F.ClC1=[N+](C2=C(N1C)C=CC=C2)C